diallyl isophthalate C(C1=CC(C(=O)OCC=C)=CC=C1)(=O)OCC=C